1-(2-cyclopropylpropan-2-yl)-1H-pyrazolo[3,4-b]pyrazine C1(CC1)C(C)(C)N1N=CC=2C1=NC=CN2